1-(2,6-difluorobenzyl)-5-((2-methoxy-N-methylacetylamino)methyl)-3-(6-methoxypyridazin-3-yl)-2,4-dioxo-1,2,3,4-tetrahydrothiophen FC1=C(CS2C(C(C(C2CNC(C(OC)C)=O)=O)C=2N=NC(=CC2)OC)=O)C(=CC=C1)F